COC1(COC1)C1=CC=C(C=C1)C1=NC(=NO1)C1=CC=C(C=C1)C(F)(F)F 5-(4-(3-Methyloxyoxetan-3-yl)phenyl)-3-(4-(trifluoromethyl)phenyl)-1,2,4-oxadiazole